5-(dimethoxymethyl)-N-(2-methyl-3-(4,4,5,5-tetramethyl-1,3,2-dioxaborolan-2-yl)phenyl)picolinamide COC(C=1C=CC(=NC1)C(=O)NC1=C(C(=CC=C1)B1OC(C(O1)(C)C)(C)C)C)OC